The molecule is an inositol phosphomannosylinositol phosphophytoceramide(2-) having an inositol 1-phosphoryl group attached to the mannose residue (at the 6-position) and a hexacosanoyl group attached to the ceramide nitrogen, hydroxylation at C-4 of the C18 sphingoid base, and hydroxylation at C-2 and C-3 of the C26 very-long-chain fatty acid. Major species at pH 7.3. It is a conjugate base of an Ins-1-P-6-Man-1-2-Ins-1-P-Cer(t18:0/2,3-OH-26:0). CCCCCCCCCCCCCCCCCCCCCCCC(C(C(=O)N[C@@H](COP(=O)([O-])O[C@@H]1[C@@H]([C@@H]([C@H]([C@@H]([C@H]1OC2[C@H]([C@H]([C@@H]([C@H](O2)COP(=O)([O-])OC3[C@@H]([C@H](C([C@H]([C@H]3O)O)O)O)O)O)O)O)O)O)O)O)[C@@H](C(CCCCCCCCCCCCCC)O)O)O)O